CN1N=CC=C1CNC=1N=C(C2=C(N1)CN(C2)C#N)C2=CC(=CC=C2)N2C(CCC2)=O 2-(((1-methyl-1H-pyrazol-5-yl)methyl)amino)-4-(3-(2-oxopyrrolidin-1-yl)phenyl)-5,7-dihydro-6H-pyrrolo[3,4-d]pyrimidine-6-carbonitrile